ClC1=CC(=C(C=C1)C1=NC(=NC2=NC(=C(N=C12)C)C)N1C[C@H](N(CC1)C)C=1C=NN(C1)C1CC1)F (R)-4-(4-chloro-2-fluorophenyl)-2-(3-(1-cyclopropyl-1H-pyrazol-4-yl)-4-methylpiperazin-1-yl)-6,7-dimethylpteridine